O=C1NC(CCC1N1C(C2=CC=C(C=C2C1)CNC(=O)C1=CC(=NC2=CC=CC=C12)C1=CC=NC=C1)=O)=O N-((2-(2,6-dioxopiperidin-3-yl)-1-oxoisoindolin-5-yl)methyl)-2-(pyridin-4-yl)quinoline-4-Carboxamide